4-(dimethylamino)piperidin-1-yl-5-fluoro-2,3-dihydrobenzofuran CN(C1CCN(CC1)C1OC2=C(C1)C=C(C=C2)F)C